C1(CCCC1)NC(=O)C1=CC=CN2C1=NC1=CC=C(C=C1C2=O)O N-cyclopentyl-2-hydroxy-11-oxo-11H-pyrido[2,1-b]quinazoline-6-carboxamide